oct-7-en-1-ylacetate C(CCCCCC=C)CC(=O)[O-]